BrC=1SC=CC1Br 2,3-dibromothiophene